acetylene dimethyl-phthalate COC(C=1C(C(=O)OC)=CC=CC1)=O.C#C